C[C@H]1CC[C@@H](NC1)C1=CC(=CC=C1)OC[C@@H]1N(CCC1)C (2R,5S)-5-methyl-2-(3-(((R)-1-methylpyrrolidin-2-yl)methoxy)phenyl)piperidine